OC=1C(=C2CCC(OC2=C(C1C)C)(C(=O)OCCC)C)C propyl 6-hydroxy-2,5,7,8-tetramethylchromane-2-carboxylate